CN(C1=CC=C(C=C1)SN=C=O)C 4-dimethylaminophenyl-thioisocyanate